C1(CCC1)OC1=CC=C2C(NN=C(C2=C1)CC=1C=CC(=C(C(=O)N2CCN(CC2)C2=NC(=C(C#N)C=C2)C)C1)F)=O 6-(4-(5-((7-cyclobutoxy-4-oxo-3,4-dihydrophthalazin-1-yl)methyl)-2-fluorobenzoyl)piperazin-1-yl)-2-methylnicotinonitrile